5-(3-Methoxy-4-aminophenyl)-10,15,20-triphenyl-porphyrin COC=1C=C(C=CC1N)C=1C2=CC=C(N2)C(=C2C=CC(C(=C3C=CC(=C(C=4C=CC1N4)C4=CC=CC=C4)N3)C3=CC=CC=C3)=N2)C2=CC=CC=C2